Ethyl 4-(4-(4-(2,6-difluorobenzyl)-5-oxo-4,5-dihydro-1H-1,2,4-triazol-1-yl)-2-fluorophenoxy)oxazole-5-carboxylate FC1=C(CN2C=NN(C2=O)C2=CC(=C(OC=3N=COC3C(=O)OCC)C=C2)F)C(=CC=C1)F